3-Methyl-5-(8-methyl-5,6,7,8-tetrahydroimidazo[1,5-a]pyrazin-3-yl)-1,2,4-thiadiazole CC1=NSC(=N1)C1=NC=C2N1CCNC2C